C(CC(=O)C)(=O)ONC1=CC=CC=C1 acetoacetoxyaniline